(R)-6-(2-(3-bromophenyl)-2-hydroxyacetyl)-2-(1-(4-cyclohexylthiophen-2-yl)cyclopropyl)-3,5,6,7,8,9-hexahydro-4H-pyrimido[5,4-c]azepin-4-one BrC=1C=C(C=CC1)[C@H](C(=O)N1CC2=C(CCC1)N=C(NC2=O)C2(CC2)C=2SC=C(C2)C2CCCCC2)O